CN1CC(C1)(C)[C@@](C=1C=C(C=NC1)CCC(C)(O)C1=NC(=NC=C1)C)(C1=CC=C(C=C1)C(C)C)O 4-{5-[(R)-(1,3-dimethyl-azetidin-3-yl)-hydroxy-(4-isopropyl-phenyl)-methyl]-pyridin-3-yl}-2-(2-methyl-pyrimidin-4-yl)-butan-2-ol